C(C1=CC=CC=C1)OC(=O)N[C@@H](CC(C)C)C(=O)O ((benzyloxy)carbonyl)-L-leucine